C(C1=CC=CC=C1)C(C(=O)[O-])=O BENZYLGLYOXYLATE